Cl.Cl.N[C@H](C(=O)NC1=CC=C(C=C1)C1=C(C=NC=C1)F)C(C1=CC=CC=C1)C1=CC=CC=C1 (S)-2-amino-N-(4-(3-fluoropyridin-4-yl)phenyl)-3,3-diphenylpropanamide dihydrochloride